(3aR,6aR)-6-(hydroxymethyl)-2,2-dimethyl-tetrahydro-2H-furo[3,4-d][1,3]dioxol-4-ol OCC1OC([C@H]2[C@@H]1OC(O2)(C)C)O